NC1=NC=CC=C1C1=NC=2C(=NC(=CC2)C2=CC=CC=C2)N1C1=CC=C(CN2CCN(CC2)C=2C=C(N=NC2)C#N)C=C1 5-(4-(4-(2-(2-aminopyridin-3-yl)-5-phenyl-3H-imidazo[4,5-b]pyridin-3-yl)benzyl)piperazin-1-yl)pyridazine-3-carbonitrile